ClC=1C=C(C=CC1)N1N=CC(=C1)[C@@H](C(=O)NC1=NNC(=C1)C1COC1)C (S)-2-(1-(3-chlorophenyl)-1H-pyrazol-4-yl)-N-(5-(oxetan-3-yl)-1H-pyrazol-3-yl)propanamide